FC(C1=CC=CC(=N1)O[C@@H]1C(CN(C1)C=1C=2N(N=C(C1)C=1C(=NC(=NC1)OC)OC)C(=CN2)F)(F)F)F (S)-8-(4-((6-(difluoromethyl)pyridin-2-yl)oxy)-3,3-difluoropyrrolidin-1-yl)-6-(2,4-dimethoxypyrimidin-5-yl)-3-fluoroimidazo[1,2-b]pyridazine